C1(=CC=CC=C1)C([C@H](C)C=1N(C(C(=C(N1)C(=O)NC=1C=NOC1)O)=O)C)C1=CC=CC=C1 (S)-2-(1,1-diphenylprop-2-yl)-5-hydroxy-N-(isoxazol-4-yl)-1-methyl-6-oxo-1,6-dihydropyrimidine-4-carboxamide